N1C=CC=2C1=NC(=CC2)N 1H-pyrrolo[2,3-b]pyridin-6-amine